CC(CC(C)(OOC(C)(C)C)C)O 1,3-dimethyl-3-(tert-butylperoxy)butanol